CC=1OC=C(C1CN)C (2,4-dimethylfuran-3-yl)methanamine